[OH-].C([O-])([O-])=O.[Ca+2].[Mg+2].[Al+3] aluminum magnesium calcium carbonate hydroxide